C(C)(C)(C)OCCOC=1C=C(C=C(C1)OC)NC(C(=O)N1CCC2=CC=C(C=C12)C(F)(F)F)C1=CC=C(C=C1)Cl 2-((3-(2-(tert-butoxy)ethoxy)-5-methoxyphenyl)amino)-2-(4-chlorophenyl)-1-(6-(trifluoromethyl)indolin-1-yl)ethanone